Cl.FC=1C(=NC(=NC1)NC1=NC=C(C=C1)CN1CCN(CC1)C)C=1C=C2C=CC=NC2=C(C1)F 5-Fluoro-4-(8-fluoroquinolin-6-yl)-N-(5-((4-methylpiperazin-1-yl)methyl)pyridin-2-yl)pyrimidin-2-amine hydrochloride